NC=1N=CN(C(C1C(=O)NC=1C=C(C=NC1)[C@@H](COCC)NC(OC(C)(C)C)=O)=O)C1=C(C=C(C=C1C)COC)C tert-butyl (S)-(1-(5-(4-amino-1-(4-(methoxymethyl)-2,6-dimethylphenyl)-6-oxo-1,6-dihydropyrimidine-5-carboxamido)pyridin-3-yl)-2-ethoxyethyl)carbamate